C1=CC=C(C=C1)CNC(=O)C2=CC=CC=C2 N-BENZYLBENZAMIDE